2-(6-bromo-4-cyclopropyloxy-1-oxophthalazin-2-yl)-N-([1,2,4]triazolo[1,5-a]pyridin-2-yl)acetamide BrC=1C=C2C(=NN(C(C2=CC1)=O)CC(=O)NC1=NN2C(C=CC=C2)=N1)OC1CC1